N-Cbz-L-hydroxyproline methyl ester COC([C@H]1N(C[C@@H](C1)O)C(=O)OCC1=CC=CC=C1)=O